C(C)(C)C1=NN(C(C=2N1C=C(C2)CC2CCNCC2)=O)CC(=O)NC2=NC=NC=C2 2-(4-Isopropyl-1-Oxo-7-(Piperidin-4-Ylmethyl)Pyrrolo[1,2-d][1,2,4]trIazin-2(1H)-yl)-N-(Pyrimidin-4-yl)Acetamide